C(CCC(=O)OC(C)C)(=O)OC(C)C.S1C(=CC=C1)C#N thiophennitrile compound with diisopropyl succinate